C(C)(=O)OC[C@H](NC([C@@H](NC(=O)C=1N=C(SC1)C1=CC=C(C=C1)CNC(CCNC(=O)OC(C)(C)C)=O)CO[Si](C)(C)C(C)(C)C)=O)C(=O)OC Methyl O-acetyl-N-(N-(2-(4-((3-((tert-butoxycarbonyl)amino)propanamido)methyl)phenyl) thiazole-4-carbonyl)-O-(tert-butyldimethylsilyl)-L-seryl)-L-serinate